ClC=1C=C(C=C(C1F)F)[C@H](NC(=O)N1[C@@H](C(NCC1)=O)C)C=1C=NC(=CC1)OCC(F)(F)F (2R)-N-((S)-(3-chloro-4,5-difluorophenyl)(6-(2,2,2-trifluoroethoxy)pyridin-3-yl)methyl)-2-methyl-3-oxopiperazine-1-carboxamide